CC1=C(C=CC(=C1)C)C1=NC(=NC(=N1)C1=C(C=C(C=C1)C)C)C1=C(C=C(C=C1)OCCCCCCCC)O 2-(4,6-bis(2,4-dimethylphenyl)-1,3,5-triazine-2-yl)-5-[(octyl)oxy]-phenol